COC(C#CCCCCCC)OC 1,1-dimethoxynon-2-yne